(E)-1-t-butylamino-3,7,11,15-tetramethyl-2-hexadecene C(C)(C)(C)NC\C=C(\CCCC(CCCC(CCCC(C)C)C)C)/C